(S)-(tetrahydrofuran-2-yl)methylamine O1[C@@H](CCC1)CN